2-piperidin-1-yl-ethanesulfonic acid (4-{5-amino-6-[1-(2-chloro-3,6-difluoro-phenyl)-ethoxy]-pyrazin-2-yl}-phenyl)-amide NC=1N=CC(=NC1OC(C)C1=C(C(=CC=C1F)F)Cl)C1=CC=C(C=C1)NS(=O)(=O)CCN1CCCCC1